ClC1=CC(=C2C(=N1)C1(OCC2)COCC1)N(C)C 2'-Chloro-N,N-Dimethyl-4,5,5',6'-Tetrahydro-2H-Spiro[Furan-3,8'-Pyrano[3,4-b]Pyridine]-4'-Amine